4-benzoyl-2'-deoxy-5'-O-(4,4'-dimethoxytrityl)cytidine C(C1=CC=CC=C1)(=O)C1(NC(N([C@H]2C[C@H](O)[C@@H](COC(C3=CC=C(C=C3)OC)(C3=CC=C(C=C3)OC)C3=CC=CC=C3)O2)C=C1)=O)N